3-[[4-[(2R)-4,4-dimethyl-2-[(5-morpholinopyrimidin-2-yl)methylamino]pentoxy]-6-(2-isobutyl-6-methyl-phenyl)-5-(trifluoromethyl)pyrimidin-2-yl]sulfamoyl]benzoic acid CC(C[C@H](COC1=NC(=NC(=C1C(F)(F)F)C1=C(C=CC=C1C)CC(C)C)NS(=O)(=O)C=1C=C(C(=O)O)C=CC1)NCC1=NC=C(C=N1)N1CCOCC1)(C)C